ClC1=CC(=C(CNC2=C(C(=NN2C)C)CC2=C(C=C(C=C2)F)Cl)C(=C1)F)F N-(4-chloro-2,6-difluorobenzyl)-4-(2-chloro-4-fluorobenzyl)-1,3-dimethyl-1H-pyrazol-5-amine